N-((1-(thiophen-2-yl)cyclopentyl)methyl)-4-(trifluoromethoxy)benzenesulfonamide S1C(=CC=C1)C1(CCCC1)CNS(=O)(=O)C1=CC=C(C=C1)OC(F)(F)F